3-((4S,7S,9aR)-8-acetyl-7-isobutyl-2-isopentyl-3,6-dioxooctahydro-2H-pyrazino[1,2-a]pyrazin-4-yl)propanamide C(C)(=O)N1C[C@@H]2N([C@H](C(N(C2)CCC(C)C)=O)CCC(=O)N)C([C@@H]1CC(C)C)=O